4-(5-((2,3-dihydro-1H-inden-2-yl)amino)-1,3,4-thiadiazol-2-yl)butanoic acid C1C(CC2=CC=CC=C12)NC1=NN=C(S1)CCCC(=O)O